ethyl 2-(3-fluoro-4-nitro-phenoxy)acetate FC=1C=C(OCC(=O)OCC)C=CC1[N+](=O)[O-]